C(C1=CC=CC=C1)OC(CC=C)(C(F)(F)F)C1=NN=C(O1)C1=C(C=C(C(=N1)NC(C(=O)OCC)CCC=C)C(F)(F)F)[N+](=O)[O-] Ethyl 2-[[6-[5-[1-benzyloxy-1-(trifluoromethyl)but-3-enyl]-1,3,4-oxadiazol-2-yl]-5-nitro-3-(trifluoromethyl)-2-pyridyl]amino]hex-5-enoate